5-(n-butyl)-7-oxo-bicyclo[2.2.1]Hept-2-ene C(CCC)C1C2C=CC(C1)C2=O